FC1=CC=C(CC2=CC3=C(OC[C@](N3)(C(=O)OCC3=CC=CC=C3)C)N=C2C(NCC2CCN(CC2)C)=O)C=C1 benzyl (S)-7-(4-fluorobenzyl)-2-methyl-6-(((1-methylpiperidin-4-yl)methyl)carbamoyl)-2,3-dihydro-1H-pyrido[2,3-b][1,4]oxazinecarboxylate